[Ir].CC=1C=C(C=CC1)C1=NC2=CC(=CC=C2C=C1O)C (2-(3-methylphenyl)-7-methyl-hydroxyquinoline) iridium